N'-((1-(methoxymethyl)-1,2,3,5,6,7-hexahydro-s-indacen-4-yl)carbamoyl)-6,7-dihydro-5H-pyrazolo[5,1-b][1,3]oxazine-3-sulfonimidamide COCC1CCC2=C(C=3CCCC3C=C12)NC(=O)N=S(=O)(N)C=1C=NN2C1OCCC2